N[C@@H]1[C@H](OCCC1)C1=C(C2=NC(=CC(=C2S1)NCC=1OC=CC1)Cl)Cl 2-((2s,3s)-3-aminotetrahydro-2H-pyran-2-yl)-3,5-dichloro-N-(furan-2-ylmethyl)thieno[3,2-b]pyridin-7-amine